(R)-2-chloro-4-(1-cyclopropylsulfonyl-3-Piperidinylamino)-5-(2-methylpropionyl)-7-(trimethylsilylethoxymethyl)-7H-pyrrolo[2,3-d]pyrimidine ClC=1N=C(C2=C(N1)N(C=C2C(C(C)C)=O)COCC[Si](C)(C)C)N[C@H]2CN(CCC2)S(=O)(=O)C2CC2